(2-fluoro-5-nitrophenyl)pyrimidine-4,5-diamine FC1=C(C=C(C=C1)[N+](=O)[O-])C1=NC=C(C(=N1)N)N